tert-butyl 5-((4-fluorophenyl)carbamothioyl)-4-hydroxy-6-oxo-2-(6-(trifluoromethyl)pyridin-3-yl)-2,3-dihydropyridazine-1(6H)-carboxylate FC1=CC=C(C=C1)NC(=S)C1=C(CN(N(C1=O)C(=O)OC(C)(C)C)C=1C=NC(=CC1)C(F)(F)F)O